3-amino-N-(7-{9-amino-4,10-dioxa-7-azadispiro[2.1.45.23]undecan-7-yl}-2H,3H,4H-pyrano[2,3-b]pyridin-3-yl)-4,6-dimethylthieno[2,3-b]pyridine-2-carboxamide NC1=C(SC2=NC(=CC(=C21)C)C)C(=O)NC2CC=1C(=NC(=CC1)N1CC3(OC4(CC4)CO3)C(C1)N)OC2